C(C1=CC=CC=C1)[C@@H]1N(CC[C@]1(C)O)C1=CC(=CC(N1)=O)N1CCOCC1 6-((2S,3S)-2-benzyl-3-hydroxy-3-methylpyrrolidin-1-yl)-4-morpholinopyridin-2(1H)-one